benzyl (E)-3-(5-(3-carbamimidoyl-4-fluorophenoxy)-6-fluoro-1H-indol-4-yl)acrylate C(N)(=N)C=1C=C(OC=2C(=C3C=CNC3=CC2F)/C=C/C(=O)OCC2=CC=CC=C2)C=CC1F